Ethylstearat C(C)OC(CCCCCCCCCCCCCCCCC)=O